(E)-2,6-diamino-5-(phenyldiazenyl)pyridin-3-yl butyrate C(CCC)(=O)OC=1C(=NC(=C(C1)\N=N\C1=CC=CC=C1)N)N